C(C(=O)O)(=O)O.C(C)N(C(C1=C(C=CC(=C1)F)OC=1N=NC=CC1N1CC2(CN(C2)[C@H](CCC)CCCN(C)CCOC)CC1)=O)C(C)C (R)-N-ethyl-5-fluoro-N-isopropyl-2-((4-(2-(6-((2-methoxyethyl)(methyl)amino)-methylhexan-3-yl)-2,6-diazaspiro[3.4]octan-6-yl)pyridazin-3-yl)oxy)benzamide oxalate